N1CC(CCC1)C[C@@H]1CC[C@@H](N1C(=O)OC(C)(C)C)C(=O)OC 1-(tert-butyl) 2-methyl (2R,5S)-5-(piperidin-3-ylmethyl)pyrrolidine-1,2-dicarboxylate